O[C@H]1[C@@H]([C@@H]2[C@@H](OC[C@H](CC2)CCCC(=O)OC(C)C)C1)\C=C\[C@H](COC1=CC=C(C=C1)C)O 2-Propanyl 4-{(3S,5aR,6R,7R,8aS)-7-hydroxy-6-[(1E,3R)-3-hydroxy-4-(4-methylphenoxy)-1-buten-1-yl]octahydro-2H-cyclopenta[b]oxepin-3-yl}butanoate